(1aR,5aR)-2-(4-Chloro-pyridin-2-yl)-1a,2,5,5a-tetrahydro-1H-2,3-diaza-cyclopropa[a]pentalene-4-carboxylic Acid ClC1=CC(=NC=C1)N1N=C(C=2C[C@@H]3[C@H](C12)C3)C(=O)O